mercaptomercaptan SS